Ethyl (E)-3-(1-(3,5-bis(trifluoromethyl)benzyl)-4-fluoro-1H-pyrrolo[2,3-b]pyridin-3-yl)-2-cyanoacrylate FC(C=1C=C(CN2C=C(C=3C2=NC=CC3F)/C=C(/C(=O)OCC)\C#N)C=C(C1)C(F)(F)F)(F)F